2-hydroxypropionamide OC(C(=O)N)C